(S)-4-((S)-2-amino-2-cyclohexylacetyl)-2-methylpiperazine-1-carboxylic acid benzyl ester hydrochloride Cl.C(C1=CC=CC=C1)OC(=O)N1[C@H](CN(CC1)C([C@H](C1CCCCC1)N)=O)C